4-(benzyloxy)-2-methylene-4-oxobutyric acid C(C1=CC=CC=C1)OC(CC(C(=O)O)=C)=O